CC(C)C1=C(C2=C(C=C1)[C@]3(CCC(=O)[C@]([C@@H]3CC2)(C)CO)C)O The molecule is an abietane diterpenoid with formula C20H28O3, originally isolated from Tripterygium wilfordii. It has a role as a plant metabolite. It is an abietane diterpenoid, a cyclic terpene ketone, a tricyclic diterpenoid, a member of phenols and a primary alcohol.